C(C1=CC=CC=C1)(=O)ON=C(CC1=CC(=CC=2C3=CC=CC=C3N(C12)CC)C(CCCC(C=O)=O)CC)CC1CCCCC1 6-(2-(benzoyloxyimino)-3-cyclohexylpropyl-9-ethylcarbazol-3-yl)octane-1,2-dione